N-(3-(fluoromethyl)oxetan-3-yl)-4-(4-isobutyrylpiperazin-1-yl)-2-(5-vinyl-1,3,4-thiadiazol-2-yl)-2H-indazole FCC1(COC1)N1N(CC2=C(C=CC=C12)N1CCN(CC1)C(C(C)C)=O)C=1SC(=NN1)C=C